NC1=NC=2C(=CC(=CC2C=2N1N=C(N2)[C@]2(CN(CCC2)C=2C=NN(C2)CC(C)(O)C)F)F)OC |o1:14| (S or R)-1-(4-(3-(5-amino-9-fluoro-7-methoxy-[1,2,4]triazolo[1,5-c]quinazolin-2-yl)-3-fluoropiperidin-1-yl)-1H-pyrazol-1-yl)-2-methylpropan-2-ol